3,5-di-tert-butyl-p-hydroxybenzoyl chloride C(C)(C)(C)C=1C=C(C(=O)Cl)C=C(C1O)C(C)(C)C